COC1=C(C(=CC=C1)OC)N1C(=NN=C1C=1C=NC=C(C1)C)NS(=O)(=O)C(C(C1=NC=C(C=N1)C)OC)C N-(4-(2,6-dimethoxyphenyl)-5-(5-methyl-3-pyridinyl)-4H-1,2,4-triazol-3-yl)-1-methoxy-1-(5-methyl-2-pyrimidinyl)-2-propanesulfonamide